Benzyl (2S)-2-amino-3-(4-benzyloxyphenyl)propanoate N[C@H](C(=O)OCC1=CC=CC=C1)CC1=CC=C(C=C1)OCC1=CC=CC=C1